(3S)-1-(2-(2,6-dioxopiperidin-3-yl)-1,3-dioxoisoindolin-5-yl)piperidine-3-carbaldehyde O=C1NC(CCC1N1C(C2=CC=C(C=C2C1=O)N1C[C@H](CCC1)C=O)=O)=O